2,3-dihydro-4H-benzo[e][1,3]oxazin-4-one O1CNC(C2=C1C=CC=C2)=O